4-((2-(N-methylsulfonylamino)phenyl)amino)pyrimidine-5-carboxylic acid cyclopropyl ester C1(CC1)OC(=O)C=1C(=NC=NC1)NC1=C(C=CC=C1)NS(=O)(=O)C